BrC1=C(C(=C(CBr)C(=C1F)F)F)F 4-bromo-2,3,5,6-tetrafluorobenzyl bromide